NC=1C=C(C=C(C1)C(F)(F)F)[C@@H](C)NC(=O)C1=NN(C(C=C1)=O)C1=C(C=CC=C1)N (R)-N-(1-(3-amino-5-(trifluoromethyl)phenyl)ethyl)-1-(2-aminophenyl)-6-oxo-1,6-dihydropyridazine-3-carboxamide